(R)-3-([1,1'-Biphenyl]-4-yl)-2-((2-(tert-butoxycarbonyl)-2-oxoethyl)amino)propionic acid C1(=CC=C(C=C1)C[C@H](C(=O)O)NCC(=O)C(=O)OC(C)(C)C)C1=CC=CC=C1